di-tert-butyl 2,2'-((2-(2-hydroxyethoxy)-4-(1,2,4,5-tetrazin-3-yl)benzyl)azanediyl)-diacetate OCCOC1=C(CN(CC(=O)OC(C)(C)C)CC(=O)OC(C)(C)C)C=CC(=C1)C=1N=NC=NN1